2-(4-Fluorophenyl)-N-[1-(6-phenoxypyridin-3-ylmethyl)-2,3-dihydro-1H-indol-5-yl]-acetamide FC1=CC=C(C=C1)CC(=O)NC=1C=C2CCN(C2=CC1)CC=1C=NC(=CC1)OC1=CC=CC=C1